(5-methylisoxazol-3-yl)methanol CC1=CC(=NO1)CO